4-amino-7-fluoro-N,1-dimethyl-N-((3R)-6-(trifluoromethyl)-2,3-dihydro-1-benzofuran-3-yl)-1H-pyrazolo[4,3-c]quinoline-8-carboxamide NC1=NC=2C=C(C(=CC2C2=C1C=NN2C)C(=O)N([C@H]2COC1=C2C=CC(=C1)C(F)(F)F)C)F